tert-butyl 4,4-dimethyl-2-oxo-1,2lambda4,3-oxathiazolidine-3-carboxylate CC1(N(S(OC1)=O)C(=O)OC(C)(C)C)C